FC(C1=CC=C(COC2CN(C2)C=O)C=C1)(F)F (3-((4-(trifluoromethyl)benzyl)oxy)azetidin-1-yl)methanone